C(=CC)[Si](CCC#N)(C=CC)C=CC tripropenyl-cyanoethyl-silane